(3,4-dimethoxy-benzylcarbamoyl)-methyl 3-methylbut-2-enoate CC(=CC(=O)OCC(NCC1=CC(=C(C=C1)OC)OC)=O)C